C(C)OC(C(C)C)=O ETHYLISOBUTYRATE